2-(4-((2-acetamidothiazol-5-yl)methyl)piperazin-1-yl)-N-(4-(4-acetylpiperazin-1-yl)phenyl)acetamide C(C)(=O)NC=1SC(=CN1)CN1CCN(CC1)CC(=O)NC1=CC=C(C=C1)N1CCN(CC1)C(C)=O